FC(=COC(C(F)(F)F)(C(F)(F)F)F)C(F)(F)F 2,3,3,3-tetrafluoro-1-(perfluoro-iso-propoxy)prop-1-ene